3-benzylthio-5,5-dimethyl-4,5-dihydroisoxazole C(C1=CC=CC=C1)SC1=NOC(C1)(C)C